(rac)-2-(4-{3-[1-(1,3-Dioxo-1,3-dihydro-2H-isoindol-2-yl)ethyl]pyrazin-2-yl}-1H-1,2,3-triazol-1-yl)-N-methylacetamide O=C1N(C(C2=CC=CC=C12)=O)[C@H](C)C=1C(=NC=CN1)C=1N=NN(C1)CC(=O)NC |r|